plumbIn [PbH]1=CC=CC=C1